COC1=CC=C(C=N1)CN1C2CN(CC1C2)C2=CC=C(C=N2)C=2C=1N(C=C(C2)OCCN2CCOCC2)N=CC1C#N 4-(6-(6-((6-methoxypyridin-3-yl)methyl)-3,6-diazabicyclo[3.1.1]hept-3-yl)pyridin-3-yl)-6-(2-morpholinoethoxy)pyrazolo[1,5-a]pyridine-3-carbonitrile